2-((3-methyl-1-(1-methylpyrrolidin-3-yl)-1H-pyrazol-4-yl)amino)-4-((3-(3-oxo-1,4-oxaazepan-4-yl)propyl)amino)pyrimidine-5-carbonitrile CC1=NN(C=C1NC1=NC=C(C(=N1)NCCCN1C(COCCC1)=O)C#N)C1CN(CC1)C